N-(benzyloxy)-6-((5-(4-(trifluoromethyl)phenyl)oxazol-2-yl)amino)pyridazine-3-carboxamide C(C1=CC=CC=C1)ONC(=O)C=1N=NC(=CC1)NC=1OC(=CN1)C1=CC=C(C=C1)C(F)(F)F